4-fluoro-3-hydroxy-N-(4-picolyl)benzamide FC1=C(C=C(C(=O)NCC2=CC=NC=C2)C=C1)O